OOC1=C(C(=O)O[C@@]1([C@@H](O)CO)CC(C)C)OC(CO)CCCCCCCC 3-O-hydroxyisobutyl-2-O-(1-octyl-2-hydroxyethyl)ascorbic acid